2-(3-((6-(((S)-1-(3-(tert-butyl)phenyl)ethyl)carbamoyl)-1,2-dimethyl-1H-indol-3-yl)methyl)phenoxy)-3-methylbutanoic acid C(C)(C)(C)C=1C=C(C=CC1)[C@H](C)NC(=O)C1=CC=C2C(=C(N(C2=C1)C)C)CC=1C=C(OC(C(=O)O)C(C)C)C=CC1